4H-spiro[cyclohexane-1,3'-indole]-2',4(1'H)-dione N1C(C2(C3=CC=CC=C13)CCC(CC2)=O)=O